N-(2-(7-chloro-1-((1s,4s)-4-isopropylcyclohexyl)-3-oxo-1H-spiro[isoquinoline-4,4-piperidin]-2(3H)-yl)ethyl)methanesulfonamide ClC1=CC=C2C(=C1)C(N(C(C21CCNCC1)=O)CCNS(=O)(=O)C)C1CCC(CC1)C(C)C